OC[C@@H]1N(CCNC1)C(=O)OC(C)(C)C tert-butyl (R)-2-hydroxymethyl-piperazine-1-carboxylate